2-((4-methyl-5-(3-(trifluoromethyl)phenoxy)thiazol-2-yl)amino)-2-oxoethyl methylsulfamate CNS(OCC(=O)NC=1SC(=C(N1)C)OC1=CC(=CC=C1)C(F)(F)F)(=O)=O